5-{1-fluoro-3-hydroxy-7-[(1H-pyrazol-4-yl)methoxy]naphthalen-2-yl}-1λ6,2,5-thiadiazolidine-1,1,3-trione FC1=C(C(=CC2=CC=C(C=C12)OCC=1C=NNC1)O)N1CC(NS1(=O)=O)=O